C(=C)C(C(C)=NO)OC vinyl-methoxyacetoxime